2-butyl-1-((2,2,5-trimethyl-1,3-dioxan-5-yl)methyl)-6,7,8,9-tetrahydro-1H-imidazo[4,5-c][1,7]naphthyridin-4-amine C(CCC)C=1N(C2=C(C(=NC=3CNCCC23)N)N1)CC1(COC(OC1)(C)C)C